5-(4'-(Phenyl-d5)-1,1'-biphenyl-4-yl)-8-(phenyl-d5)-5H,8H-indolo[2,3-c]carbazole C1(=C(C(=C(C(=C1[2H])[2H])[2H])[2H])[2H])C1=CC=C(C=C1)C1=CC=C(C=C1)N1C2=CC=CC=C2C2=C1C=CC=1N(C=3C=CC=CC3C21)C2=C(C(=C(C(=C2[2H])[2H])[2H])[2H])[2H]